BrC(CCC(=O)O)CCCCC(=O)O 4-bromoazelaic acid